2-(4-((4-(4-fluorophenyl)-5-oxo-4,5-dihydro-1H-1,2,4-triazol-1-yl)methyl)-2-methylphenoxy)-2-methylpropanoic acid FC1=CC=C(C=C1)N1C=NN(C1=O)CC1=CC(=C(OC(C(=O)O)(C)C)C=C1)C